ethyl (R)-3-(1-(5-carbamoylpyridin-3-yl)pyrrolidin-3-yl)-4-methylbenzoate C(N)(=O)C=1C=C(C=NC1)N1C[C@H](CC1)C=1C=C(C(=O)OCC)C=CC1C